ClC=1CN(C=C(C1I)Cl)N(S(=O)(=O)CCC)COCC[Si](C)(C)C N-(3,5-dichloro-4-iodopyridin-1-yl)-N-((2-(trimethylsilyl)ethoxy)methyl)propane-1-sulfonamide